BrC=1C(=NC(=NC1)NC=1C=C2N=CC(=NC2=CC1)N1CCN(CC1)C)NC1=C(C=CC=C1)CS(=O)(=O)N (2-((5-bromo-2-((2-(4-methylpiperazin-1-yl)quinoxalin-6-yl)amino)pyrimidine-4-yl)amino)phenyl)methylsulfonamide